(2S,4R)-4-hydroxy-1-(3-methyl-2-(3-methylisoxazol-5-yl)butanoyl)pyrrolidine-2-carboxylic acid O[C@@H]1C[C@H](N(C1)C(C(C(C)C)C1=CC(=NO1)C)=O)C(=O)O